Cl.Cl.Cl.COC=1C(=NC=CC1)N1CCNCC1 1-(3-methoxypyridin-2-yl)piperazine, trihydrochloride salt